2,5-dioxopyrrolidin-1-yl (((S)-2,2,2-trifluoro-1-phenylethoxy)carbonyl)-L-leucinate FC([C@@H](OC(=O)N[C@@H](CC(C)C)C(=O)ON1C(CCC1=O)=O)C1=CC=CC=C1)(F)F